C(C)(C)C(C(=O)NC)(C(C)C)C 2-isopropyl-2,3,N-trimethyl-butyramide